[4-[5-methyl-2-(trifluoromethyl)oxazol-4-yl]phenyl]methylamine CC1=C(N=C(O1)C(F)(F)F)C1=CC=C(C=C1)CN